N-[(1R,3S)-3-[[6-chloro-2-(trifluoromethyl)-4-quinolyl]amino]cyclohexyl]-3-methyl-1H-pyrazole-4-carboxamide ClC=1C=C2C(=CC(=NC2=CC1)C(F)(F)F)N[C@@H]1C[C@@H](CCC1)NC(=O)C=1C(=NNC1)C